[Mn+2].C(CC(O)(C(=O)[O-])CC(=O)[O-])(=O)[O-].[Na+].[Na+].[Na+] trisodium citrate manganese